C(C)N(C(C1=CC=CC=C1)=O)CC N,N-diethylbenzamide